FC1=C(C(=CC=C1)F)[C@H]1N(OCC1)C1=CC(=NC=N1)NC=1C(=CC(=C(C1)NC(C=C)=O)N1CCC(CC1)N1CCN(CC1)C)OC N-(5-((6-((S)-3-(2,6-difluorophenyl)isoxazolidine-2-yl)pyrimidine-4-yl)amino)-4-methoxy-2-(4-(4-methylpiperazine-1-yl)piperidine-1-yl)phenyl)acrylamide